2-cyclobutyl-5-(pyrazolo[1,5-a]pyridin-5-yl)-7H-pyrrolo[2,3-d]pyrimidine C1(CCC1)C=1N=CC2=C(N1)NC=C2C2=CC=1N(C=C2)N=CC1